FC1=CC=C(C=C1)C(C=1C=CC(=NC1)C=1C=CC2=C(C=CO2)C1)O 5-(5-((4-fluoro-phenyl)(hydroxy)methyl)pyridin-2-yl)benzofuran